C1(=CC=CC=C1)N1C(=NC2=C1C=CC=C2)C=2C(=C(C(=C(C2N2C1=CC=C(C=C1C=1C=C(C=CC21)C)C)N2C1=CC=C(C=C1C=1C=C(C=CC21)C)C)C2=NC1=C(N2C2=CC=CC=C2)C=CC=C1)N1C2=CC=C(C=C2C=2C=C(C=CC12)C)C)N1C2=CC=C(C=C2C=2C=C(C=CC12)C)C 9,9',9'',9'''-(3,6-bis(1-phenyl-1H-benzo[d]imidazol-2-yl)benzene-1,2,4,5-tetrayl)tetrakis(3,6-dimethyl-9H-carbazole)